FC1=C(C=CC(=C1)F)NC(=O)C=1SC(N2C1NC(C1=CC=C(C=C21)C(=O)OC)=O)=S Methyl 3-((2,4-difluorophenyl)carbamoyl)-5-oxo-1-thioxo-4,5-dihydro-1H-thiazolo[3,4-a]quinazoline-8-carboxylate